7-(4-chlorophenylethoxy)-2,3,4,5-tetrahydro-1H-benzo[d]azepine ClC1=CC=C(C=C1)CCOC1=CC2=C(CCNCC2)C=C1